N,N-bis(2-hydroxyethyl)-2-aminoethanesulfonate sodium [Na+].OCCN(CCS(=O)(=O)[O-])CCO